(7-chloro-1-methyl-2-oxo-1,4-dihydropyrimido[4,5-d]pyrimidine-3(2H)-yl)-4-methylbenzaldehyde ClC1=NC=C2C(=N1)N(C(N(C2)C2=C(C=O)C=CC(=C2)C)=O)C